BrC1=C(C=C(OCCCN2CCN(CC2)CC(=O)OCC)C=C1)C ethyl 2-[4-[3-(4-bromo-3-methyl-phenoxy)propyl]piperazin-1-yl]acetate